C1(=CC=CC=C1)C1=CC=CC=2N(C3=CC=CC(=C3C12)C1=CC=CC=C1)C1=CC=C(C=C1)C1=C(C(=CC(=C1)C1=NC(=NC(=C1)C1=CC=CC=C1)C1=CC=CC=C1)C1=CC=C(C=C1)N1C2=CC=CC(=C2C=2C(=CC=CC12)C1=CC=CC=C1)C1=CC=CC=C1)C#N 4,4''-bis(4,5-diphenyl-9H-carbazol-9-yl)-5'-(2,6-diphenylpyrimidin-4-yl)-[1,1':3',1''-terphenyl]-2'-carbonitrile